NC1=CC=C(C=C1)S(=O)(=O)N(CC(C)C)C[C@H]([C@H](CC1=CC=CC=C1)NC([O-])=O)O N-[(1S,2R)-3-(4-amino-N-isobutylbenzenesulfonamido)-1-benzyl-2-hydroxypropyl]carbamate